FC12CC(C1)(C2)CNC N-[(3-fluoro-1-bicyclo[1.1.1]pentyl)methyl]methylamine